(S)-(9H-Fluoren-9-yl)methyl (1-(4-chloro-3-fluorophenyl)-4-diazo-3-oxobutan-2-yl)(methyl)carbamate ClC1=C(C=C(C=C1)C[C@@H](C(C=[N+]=[N-])=O)N(C(OCC1C2=CC=CC=C2C=2C=CC=CC12)=O)C)F